acetylhydrazinium C(C)(=O)[NH2+]N